(6S,8R)-N-(5-chloro-6-(2H-1,2,3-triazol-2-yl)pyridin-3-yl)-2-fluoro-8-methyl-8-(1-(trifluoromethyl)-1H-pyrazol-4-yl)-7,8-dihydro-6H-cyclopenta[e]pyrazolo[1,5-a]pyrimidine-6-carboxamide ClC=1C=C(C=NC1N1N=CC=N1)NC(=O)[C@H]1C[C@@](C2=C1C=NC=1N2N=C(C1)F)(C=1C=NN(C1)C(F)(F)F)C